p-hydroxybromoacetophenone OC1=CC=C(C=C1)C(CBr)=O